CC1(CC1)OCCN 2-(1-methylcyclopropoxy)ethan-1-amine